NC1=CC(=C(C=C1OC)C1CCN(CC1)C(=O)OC(C)(C)C)C tert-Butyl 4-(4-amino-5-methoxy-2-methylphenyl)piperidine-1-carboxylate